NC1=C(N=CC2=C(C(=CC=C12)F)C1=NC=CC=C1COC)C(=O)NCCC 4-amino-7-fluoro-8-(3-(methoxymethyl)pyridin-2-yl)-N-propylisoquinoline-3-carboxamide